(E)-3-(3-(4,6-bis(trifluoromethyl)pyridin-2-yl)-1H-1,2,4-triazol-1-yl)-2-(Pyrimidin-5-yl)acrylic acid FC(C1=CC(=NC(=C1)C(F)(F)F)C1=NN(C=N1)/C=C(/C(=O)O)\C=1C=NC=NC1)(F)F